allyl-dichloro(methyl)silane C(C=C)[Si](C)(Cl)Cl